BrC=1C=C(C=C2C([C@H](COC12)CC=1C=CC(=C(C(=O)OC)C1)F)=O)CN1C(N(C=C1)C)=NC(=O)OC(C)(C)C Methyl (S)-5-((8-bromo-6-((2-((tert-butoxycarbonyl)imino)-3-methyl-2,3-dihydro-1H-imidazol-1-yl)methyl)-4-oxochroman-3-yl)methyl)-2-fluorobenzoate